FC(COCC(CO)O)(F)F 3-(2,2,2-trifluoroethoxy)-1,2-propanediol